1-[5-(2-fluorophenyl)-1-(pyridine-3-ylsulfonyl)-1H-pyrrol-3-yl]-N-methyl-methylamine FC1=C(C=CC=C1)C1=CC(=CN1S(=O)(=O)C=1C=NC=CC1)CNC